CC1=C(OC2=C(C=CC=C2)OC2=C(C=C(C=C2)N)C)C=CC(=C1)N bis(2-methyl-4-aminophenoxy)benzene